[Na+].C1(=CC=CC=C1)P([O-])(=O)C(C1=C(C=C(C=C1C)C)C)=O phenyl-(2,4,6-trimethylbenzoyl)phosphinic acid sodium salt